NC=1C=2N(C(=CN1)F)C(=NC2C2=C(C=C(C=C2)C(C)(C2=CC(=CC=C2)C(F)(F)F)O)F)[C@H]2CN1C(CC[C@@H]1CC2)=O (6R,8aS)-6-[8-Amino-5-fluoro-1-(2-fluoro-4-{1-hydroxy-1-[3-(trifluoromethyl)phenyl]ethyl}-phenyl)imidazo[1,5-a]pyrazin-3-yl]hexahydroindolizin-3(2H)-on